BrC1=C(C=C(C(=O)N2CC=3NC(N(C(C3C[C@H]2C)=O)C=2C=NC(=CC2)NC[C@@H](C)O)=S)C=C1)C(F)(F)F (R)-7-(4-bromo-3-(trifluoromethyl)benzoyl)-3-(6-(((R)-2-hydroxypropyl)amino)pyridin-3-yl)-6-methyl-2-thioxo-2,3,5,6,7,8-hexahydropyrido[3,4-d]pyrimidin-4(1H)-one